2-[5-[1-[3-(2-Oxo-3,4-Dihydrochinolin-1-yl)propyl]-4-piperidyl]pentyl]isoxazolidin-3-on O=C1N(C2=CC=CC=C2CC1)CCCN1CCC(CC1)CCCCCN1OCCC1=O